ClC=1C=CC(=NC1C)CC(=O)NC1CN(C1)C1=CC(=C(C(=C1)F)C1C(NC(CC1)=O)=O)F 2-(5-chloro-6-methylpyridin-2-yl)-N-(1-(4-(2,6-dioxopiperidin-3-yl)-3,5-difluorophenyl)azetidin-3-yl)acetamide